1-[(8aS)-6-Chloro-5-(1,3,4,5-tetrahydro-2-benzoxepin-6-yl)-8a,9,11,12-tetrahydropyrazino[2',1':3,4][1,4]oxazepino[5,6,7-de]quinazolin-10(8H)-yl]prop-2-en-1-one ClC1=C2C3=C(N=CN=C3C=C1C1=CC=CC3=C1CCCOC3)N3[C@H](CO2)CN(CC3)C(C=C)=O